[7-[4-fluoro-2-(2-methoxyethoxy) phenyl]-6-(5-prop-2-enoyl-6,7-dihydro-4H-thiazolo[5,4-c]pyridin-2-yl) thieno[3,2-c]pyridin-4-yl] triflate O(S(=O)(=O)C(F)(F)F)C1=NC(=C(C2=C1C=CS2)C2=C(C=C(C=C2)F)OCCOC)C=2SC=1CN(CCC1N2)C(C=C)=O